CC(C)(C)S(=O)/N=C/1\CCC2=NC(=CC=C21)C(F)(F)F (E)-2-methyl-N-(2-(trifluoromethyl)-6,7-dihydro-5H-cyclopenta[b]pyridin-5-ylidene)propane-2-sulfinamide